octanophenon C(CCCCCCC)(=O)C1=CC=CC=C1